N-(6-amino-5-methyl-3-pyridyl)-2-[(2S,5R)-2-(4-hydroxy-3-methyl-phenyl)-5-methyl-1-piperidyl]-2-oxo-acetamide NC1=C(C=C(C=N1)NC(C(=O)N1[C@@H](CC[C@H](C1)C)C1=CC(=C(C=C1)O)C)=O)C